(1R,4r)-4-(2-(((R)-2-(5-Fluoropyridin-3-yl)-2-hydroxyethyl)amino)-2-methylpropyl)cyclohexane-1-sulfonamide dihydrochloride Cl.Cl.FC=1C=C(C=NC1)[C@H](CNC(CC1CCC(CC1)S(=O)(=O)N)(C)C)O